C(C)COC(CC(=O)O)=O malonic acid ethylmethyl ester